C(CCCC[C@@H]1SC[C@@H]2NC(=O)N[C@H]12)(=O)NCCOCCOCC(=O)OC1=CC(=C(C=C1)OC)Cl 3-chloro-4-methoxyphenyl 2-(2-(2-(D-biotinylamino)ethoxy)ethoxy)-acetate